5-(3,4-dimethylphenyl)-2-((1,1-dioxido-2,3-dihydrothiophen-3-yl)carbamoyl)-4-fluoropyridine 1-oxide CC=1C=C(C=CC1C)C=1C(=CC(=[N+](C1)[O-])C(NC1CS(C=C1)(=O)=O)=O)F